tert-Butyl ((2-(((RS)-5-hydroxypentan-2-yl)thio)-4-methylphenyl)sulfonyl)-L-prolinate OCCC[C@@H](C)SC1=C(C=CC(=C1)C)S(=O)(=O)N1[C@@H](CCC1)C(=O)OC(C)(C)C |&1:4|